FC1=C(CN2CC(CCC2)C=2NC(N(N2)C2=CC=C(C=C2)OC)=O)C=CC=C1 5-(1-(2-fluorobenzyl)piperidin-3-yl)-2-(4-methoxyphenyl)-2,4-dihydro-3H-1,2,4-triazol-3-one